(N-[4-amino-5-[4-(pyrazol-1-ylmethyl)benzoyl]thiazol-2-yl]-4-fluoro-anilino)propanamide Diisononylcyclohexan-1,4-dicarboxylat C(CCCCCC(C)C)OC(=O)C1CCC(CC1)C(=O)OCCCCCCC(C)C.NC=1N=C(SC1C(C1=CC=C(C=C1)CN1N=CC=C1)=O)N(C1=CC=C(C=C1)F)C(C(=O)N)C